FC(OC=1C=C(C=CC1[N+](=O)[O-])N1CCN(CC1)CC)F 1-(3-(difluoromethoxy)-4-nitrophenyl)-4-ethylpiperazine